CC=1N=C(C2=C(C(=C(C=C2C1)C)C#N)O)N(CC)CC 3,6-dimethyl-1-(N,N-diethylamino)-7-cyano-8-hydroxyisoquinoline